C(=O)(OCC1C2=CC=CC=C2C2=CC=CC=C12)[C@]1(C[C@@H](CCC1)N)O Fmoc-(1S,3R)-3-aminocyclohexanol